(S)-2-(4-(4-(5-fluoroindolin-1-yl)pyrido[3,2-d]pyrimidin-6-yl)-1H-pyrazol-1-yl)-1-(3-methylpiperazin-1-yl)ethan-1-one FC=1C=C2CCN(C2=CC1)C=1C2=C(N=CN1)C=CC(=N2)C=2C=NN(C2)CC(=O)N2C[C@@H](NCC2)C